Ethyl 1-(pyrrolo[2,1-f][1,2,4]triazin-4-yl)-5-(trifluoromethyl)-1H-pyrazole-4-carboxylate N=1N2C(C(=NC1)N1N=CC(=C1C(F)(F)F)C(=O)OCC)=CC=C2